[N-](S(=O)(=O)C(F)(F)F)S(=O)(=O)C(F)(F)F.C(=CCC)N1CN(C=C1)C 1-butenyl-3-methylimidazole bis(trifluoromethanesulfonyl)imide salt